6-chloro-4-((4-ethoxyphenyl)amino)pyridazine-3-carboxylic acid methyl ester COC(=O)C=1N=NC(=CC1NC1=CC=C(C=C1)OCC)Cl